N(=C=O)C1=C(C=CC(=C1)N=C=O)C 2,4-Diisocyanatotoluol